(3R)-3-(4-amino-2-methyl-imidazo[4,5-c]quinolin-1-yl)-4-ethoxy-2-methyl-butan-2-ol NC1=NC=2C=CC=CC2C2=C1N=C(N2[C@@H](C(C)(O)C)COCC)C